ClC=1N=NC(=C(N1)N1CC2(C1)CCN(CC2)C(=O)OC(C)(C)C)OC2=C(C=C(C=C2)F)C(N(C(C)C)CC(F)F)=O tert-butyl 2-(3-chloro-6-(2-((2,2-difluoroethyl) (isopropyl)carbamoyl)-4-fluorophenoxy)-1,2,4-triazin-5-yl)-2,7-diazaspiro[3.5]nonane-7-carboxylate